ClC=1C=C2C=NC(=NC2=CC1C1CCN(CC1)C1COC1)NC=1C=NN(C1Cl)CC(C)(C)OC(F)F 6-chloro-N-{5-chloro-1-[2-(difluoromethoxy)-2-methylpropyl]-1H-pyrazol-4-yl}-7-[1-(oxetan-3-yl)piperidin-4-yl]quinazolin-2-amine